ClC=1C(=CC2=CN(N=C2C1)C)\N=C\1/NC(N(C(N1CC1=C(C=C(C(=C1)F)F)F)=O)CC1=CN=NN1C(\C=C\C1=CC=C(C=C1)Cl)=O)=O (E)-6-((6-chloro-2-methyl-2H-indazol-5-yl)imino)-3-((1-((E)-3-(4-chlorophenyl)acryloyl)-1H-1,2,3-triazol-5-yl)methyl)-1-(2,4,5-trifluorobenzyl)-1,3,5-triazine-2,4-dione